N-cyclohexyl-1,3-propaneDiamine C1(CCCCC1)NCCCN